FC(C=1C=C(C=CC1F)C=1C=C2C(=NC1)C(=NN2)F)F 6-[3-(Difluoromethyl)-4-fluoro-phenyl]-3-fluoro-pyrazolo[4,3-b]pyridin